OCC(C#N)NCC1CC(C1)C1=CC=C(C=C1)C1=CC=C(C=C1)\C=C\[C@@H](CO)N1C(=NC=C1)[C@H](C)O 3-hydroxy-2-(((3-(4'-((S,E)-4-hydroxy-3-(2-((S)-1-hydroxyethyl)-1H-imidazol-1-yl)but-1-en-1-yl)-[1,1'-biphenyl]-4-yl)cyclobutyl)methyl)amino)propanenitrile